C1(=CC(=CC=C1)OC1=NC(=NC(=N1)NC1=CC=CC2=CC=CC=C12)NC1=CC(=CC=C1)C(F)(F)F)C1=CC=CC=C1 6-([1,1'-biphenyl]-3-yloxy)-N2-(naphthalen-1-yl)-N4-(3-(trifluoromethyl)phenyl)-1,3,5-triazine-2,4-diamine